thiazol-5-ylmethyl (4-((1-(oxetan-3-yl)piperidin-4-yl)methyl)phenyl)carbamate O1CC(C1)N1CCC(CC1)CC1=CC=C(C=C1)NC(OCC1=CN=CS1)=O